5-fluoro-N-isopropyl-N-methyl-2-(pyrimidin-5-yloxy)benzamide FC=1C=CC(=C(C(=O)N(C)C(C)C)C1)OC=1C=NC=NC1